FC=1C=C(C=CC1)[C@H](C12CCC(CC1)(N2C(=O)OC(C)(C)C)C)O tert-Butyl 1-((R)-(3-fluorophenyl)(hydroxy)methyl)-4-methyl-7-azabicyclo-[2.2.1]heptane-7-carboxylate